NC1=CC2=CC3=CC=C(C=C3N=C2C=C1)[N+](=O)[O-] 2-amino-6-nitroacridine